C12(CC3CC(CC(C1)C3)C2)P(C(C)C)C23CC1CC(CC(C2)C1)C3 di(1-adamantyl)-isopropylphosphine